1,3-dibromopropane-2-one BrCC(CBr)=O